(pyridin-3-yl)boronic acid N1=CC(=CC=C1)B(O)O